4-[3,6-bis(N,N-diphenylamino)carbazol-9-yl]benzofuro[3,2-d]pyrimidine C1(=CC=CC=C1)N(C1=CC=CC=C1)C=1C=CC=2N(C3=CC=C(C=C3C2C1)N(C1=CC=CC=C1)C1=CC=CC=C1)C=1C2=C(N=CN1)C1=C(O2)C=CC=C1